C(C)(C)(C)OC(NCCNS(=O)(=O)C1=CC(=C(C=C1)NC1CCCCC1)[N+](=O)[O-])=O (2-((4-(cyclohexylamino)-3-nitrophenyl)sulfonylamino)ethyl)carbamic acid tert-butyl ester